(R)-6-fluoro-4-(4-fluorophenyl)-N-(1-isopropylpyrrolidin-3-yl)-3,4-dihydroquinoxaline-1(2H)-carboxamide FC=1C=C2N(CCN(C2=CC1)C(=O)N[C@H]1CN(CC1)C(C)C)C1=CC=C(C=C1)F